[Cl-].C(C)OCC[N+](C)(C)CCOCCOC N-(2-ethoxyethyl)-N-[2-(2-methoxyethoxy)ethyl]-N,N-dimethyl-ammonium chloride